5-(Phenylthiomethyl)-1,3,4-oxadiazole-2(3H)-thione C1(=CC=CC=C1)SCC1=NNC(O1)=S